(2,5-diethylthiophen-3-yl)-1-[(1-methyl-1H-pyrazol-4-yl)(1-methylpiperidin-3-yl)sulfamoyl]urea C(C)C=1SC(=CC1N(C(=O)N)S(N(C1CN(CCC1)C)C=1C=NN(C1)C)(=O)=O)CC